C(C=C)(=O)OCC(C)(COC(C=C)=O)N=C=O 1,1-bis(acryloyloxymethyl)ethyl isocyanate